2-Amino-7-fluoro-4-(5-fluoro-3-((1-((3-fluoroazetidin-1-yl)methyl)cyclopropyl)methoxy)-7,9-dihydrofuro[3,4-f]quinazolin-6-yl)thieno[3,2-c]pyridine-3-carbonitrile NC1=C(C=2C(=NC=C(C2S1)F)C=1C2=C(C=3C=NC(=NC3C1F)OCC1(CC1)CN1CC(C1)F)COC2)C#N